FC=1C(=NC=C(C1)F)NC1=NC=C(C(=O)NOCC)C(=C1)NC1=C(C(=CC=C1)C1=NC=CC=N1)OC 6-((3,5-difluoropyridin-2-yl)amino)-N-ethoxy-4-((2-methoxy-3-(pyrimidin-2-yl)phenyl)amino)nicotinamide